C(#N)C1=NC=CC(=C1)CN1N=CC(=C1)C=1C=NC=2C=CN3C(C2C1)=NC(=C3C(=O)N)C3=C(C=CC=C3Cl)Cl 9-(1-((2-Cyanopyridin-4-yl)methyl)-1H-pyrazol-4-yl)-2-(2,6-dichlorophenyl)imidazo[2,1-f][1,6]naphthyridine-3-carboxamide